4-((5-((3S,4S)-4-((tert-butylsulfinyl)amino)-3-methyl-2-oxa-8-azaspiro[4.5]decan-8-yl)pyrazin-2-yl)thio)-3-chloro-N-(pyridin-3-ylmethyl)picolinamide C(C)(C)(C)S(=O)N[C@@H]1[C@@H](OCC12CCN(CC2)C=2N=CC(=NC2)SC2=C(C(=NC=C2)C(=O)NCC=2C=NC=CC2)Cl)C